methyl (1R,4R)-4-(3-Chloroanilino)-6'-methoxy-2'-{(2R)-3-[(4-methoxyphenyl) methoxy]-2-methylpropyl}-5'-methyl-2',3'-dihydrospiro[cyclohexane-1,1'-indene]-4-carboxylate ClC=1C=C(NC2(CCC3(C(CC4=CC(=C(C=C34)OC)C)C[C@H](COCC3=CC=C(C=C3)OC)C)CC2)C(=O)OC)C=CC1